NCC(=O)NC1CN(C1)C(=O)C1=C(C=C(C=C1)NC(=O)C=1N(C(=CN1)C1=C(C(=C(C=C1)OC)F)F)C)Cl N-[4-[3-[(2-aminoacetyl)amino]azetidine-1-carbonyl]-3-chloro-phenyl]-5-(2,3-difluoro-4-methoxy-phenyl)-1-methyl-imidazole-2-carboxamide